ClC=1C=C(C=CC1Cl)N1C(N(C(C2=CC=CC=C12)=O)C=1C=NC2=CC=CC=C2C1)=O 1-(3,4-dichlorophenyl)-3-(quinolin-3-yl)quinazoline-2,4(1H,3H)-dione